5-fluoro-3-nitrobenzoate FC=1C=C(C=C(C(=O)[O-])C1)[N+](=O)[O-]